C(C)(C)(C)C1=NOC(=N1)C(=O)NCC1=C(C=C(C=C1)C1=NC=NN2C1=CC(=C2)N2C[C@@H](CC2)OC)C (R)-3-(tert-butyl)-N-(4-(6-(3-methoxypyrrolidin-1-yl)pyrrolo[2,1-f][1,2,4]triazin-4-yl)-2-methylbenzyl)-1,2,4-oxadiazole-5-carboxamide